ClC=1C=NC(=NC1)N1CCC(CC1)C1CC(C1)COC1=CC(=C(C=C1)CC(=O)N1CC(C1)CNC[C@@H]([C@H]([C@@H]([C@@H](CO)O)O)O)O)F 2-[4-[[3-[1-(5-chloropyrimidin-2-yl)-4-piperidyl]cyclobutyl]methoxy]-2-fluoro-phenyl]-1-[3-[[[(2S,3R,4R,5R)-2,3,4,5,6-pentahydroxyhexyl]amino]methyl]azetidin-1-yl]ethanone